CC(CC=1C=C(C(=CC1)C=1C(CC=CC1F)(N)F)C1=CC=CC=C1)CCC dl-(±)-4'-(beta-methylpentyl)-2,6-difluoroterphenyl-amine